CN(C1=CC=NC2=C(C=CC(=C12)[N+](=O)[O-])O)C 4-(dimethylamino)-5-nitroquinolin-8-ol